ClC1=C(C=C(C(=C1)OC1=CC=CC=C1)C)N=CN(C)CC N'-(2-chloro-5-methyl-4-phenoxyphenyl)-N-ethyl-N-methylformamidine